N-(4-(benzo[d]thiazol-7-yl)-3-fluorophenethyl)-2-ethynyl-thiazole-4-carboxamide S1C=NC2=C1C(=CC=C2)C2=C(C=C(CCNC(=O)C=1N=C(SC1)C#C)C=C2)F